FC=1C=C2C=C(N(C2=CC1F)CC(=O)OC)C(=O)N1[C@H](CN(CC1)C(=O)OC(C)(C)C)C tert-butyl (S)-4-(5,6-difluoro-1-(2-methoxy-2-oxoethyl)-1H-indole-2-carbonyl)-3-methylpiperazine-1-carboxylate